platinum nitrate salt [N+](=O)([O-])[O-].[Pt+2].[N+](=O)([O-])[O-]